2-(chloromethyl)-5-iodo-pyridine hydrochloride Cl.ClCC1=NC=C(C=C1)I